C(CC)OS(=O)(=O)C1=C(C=C(C=C1)C)CCC propyl-4-methylbenzenesulfonic acid propyl ester